ClC=1C=C2C=NNC2=CC1C1CCN(CC1)C1(COC1)C 5-chloro-6-(1-(3-methyloxetan-3-yl)piperidin-4-yl)-1H-indazole